3-benzyl 6-ethyl (1R,5S,6s)-3-azabicyclo[3.1.0]hexane-3,6-dicarboxylate [C@H]12CN(C[C@@H]2C1C(=O)OCC)C(=O)OCC1=CC=CC=C1